2-methyl-2-(methylthio)propionaldoxime CC(C=NO)(C)SC